2-(4-iodophenyl)-4,4,5,5-tetramethyl-1,3,2-dioxaborolane IC1=CC=C(C=C1)B1OC(C(O1)(C)C)(C)C